[Cl-].C(CCCCCCCCC)[N+](CC1=CC=CC=C1)(C)C N-Decyldimethylbenzylammonium chlorid